ClC1=C(C=C(C(=C1)C1(COC1)OCC1=C(C=CC=C1)Cl)C)N=CN(C)CC N'-(2-chloro-4-(3-((2-chlorobenzyl)oxy)oxetan-3-yl)-5-methylphenyl)-N-ethyl-N-methylformimidamide